(3,4-difluoro-2-(2-fluoro-4-iodophenylamino)phenyl)(3-hydroxy-3-((1S,2S)-2-hydroxycyclohexyl)azetidin-1-yl)methanone FC=1C(=C(C=CC1F)C(=O)N1CC(C1)([C@@H]1[C@H](CCCC1)O)O)NC1=C(C=C(C=C1)I)F